tert-butyl 4-cyano-4-(hydroxymethyl)-2,2-dimethylpiperidine-1-carboxylate C(#N)C1(CC(N(CC1)C(=O)OC(C)(C)C)(C)C)CO